9'H-9,3':4',9''-tercarbazole C1=CC=CC=2C3=CC=CC=C3N(C12)C=1C=CC=2NC3=CC=CC=C3C2C1N1C2=CC=CC=C2C=2C=CC=CC12